1-(4-((4-((2'-fluoro-4-methoxy-3'-(trifluoromethyl)-[1,1'-biphenyl]-3-yl)amino)-7-methoxy-quinazolin-6-yl)oxy)piperidin-1-yl)prop-2-en-1-one FC1=C(C=CC=C1C(F)(F)F)C1=CC(=C(C=C1)OC)NC1=NC=NC2=CC(=C(C=C12)OC1CCN(CC1)C(C=C)=O)OC